FC1=NC=CC(=C1)C1CNCC1 2-fluoro-4-(pyrrolidin-3-yl)pyridine